2-(3,5-dihydroxyphenyl)-3-(3-methoxy-4-hydroxyphenyl)-4-methoxymethoxy-6-hydroxy-1H-inden-1-one OC=1C=C(C=C(C1)O)C=1C(C2=CC(=CC(=C2C1C1=CC(=C(C=C1)O)OC)OCOC)O)=O